6-N-[(1-aminocyclopropyl)methyl]-4-N-(3-chloro-4-fluorophenyl)-1-methylpyrazolo[3,4-d]pyrimidine-4,6-diamine NC1(CC1)CNC1=NC(=C2C(=N1)N(N=C2)C)NC2=CC(=C(C=C2)F)Cl